CN1N=CC2=CC(=CC=C12)N1C(NC2=C(C1=O)C1=C(S2)CCCCCC1)=O 3-(1-methyl-1H-indazol-5-yl)-5,6,7,8,9,10-hexahydrocycloocta[4,5]thieno[2,3-d]pyrimidine-2,4(1H,3H)-dione